Tetra-n-butylammonium benzoate C(C1=CC=CC=C1)(=O)[O-].C(CCC)[N+](CCCC)(CCCC)CCCC